(3-fluoro-5-methoxy-4-pyridinyl)-7-methoxy-quinoline-3,4-diamine FC=1C=NC=C(C1C1=NC2=CC(=CC=C2C(=C1N)N)OC)OC